1-(5-amino-4-(cyclopropylamino)pyridin-2-yl)-1H-pyrazolo[3,4-b]pyridine-5-carbonitrile NC=1C(=CC(=NC1)N1N=CC=2C1=NC=C(C2)C#N)NC2CC2